diethoxybiphenyl diisocyanate [N-]=C=O.[N-]=C=O.C(C)OC1=CC=C(C=C1)C1=CC=C(C=C1)OCC